(2-methylphenyl)hydroxylamine CC1=C(C=CC=C1)NO